FC(C(=O)O)(F)F.N[C@@H]1CN(CC[C@@H]1F)C(=O)[C@H]1[C@@H](C1)C1=C(C=CC=C1)C1=C(C=CC=C1F)F [(3R,4S)-3-amino-4-fluoropiperidin-1-yl][(1R,2R)-2-(2',6'-difluoro[1,1'-biphenyl]-2-yl)cyclopropyl]methanone trifluoroacetate